C1(=CC=CC=C1)CCC(=O)Cl 3-phenylpropionyl chloride